3-cyclobutyl-N-[(2Z)-imidazolidin-2-ylidene]-4-({3-[(1-methylcyclopropyl)carbamoyl]phenyl}amino)benzamide C1(CCC1)C=1C=C(C(=O)N=C2NCCN2)C=CC1NC1=CC(=CC=C1)C(NC1(CC1)C)=O